ClC1=C(C=C(C(=C1)N(C1=CC=CC=C1)C)C)N=CN(C)CC N'-{2-chloro-5-methyl-4-[methyl-(phenyl)amino]phenyl}-N-ethyl-N-methylimidoformamide